ClC1=CC(=C(C=C1)CO)F (4-chloro-2-Fluorophenyl)methanol